ClC=1C=C(C=C(C1OC=1C2=C(N=CN1)N(C=C2)S(=O)(=O)C2=CC=C(C)C=C2)Cl)NC(CC(=O)OCC)=O Ethyl 3-((3,5-dichloro-4-((7-(4-toluenesulfonyl)-7H-pyrrolo[2,3-d]pyrimidin-4-yl) oxy) phenyl)-amino)-3-oxopropanoate